N1=C2C(=C(C=C1)C=1C=C3C(=NNC3=CC1)N)C1=C(N2)CCCCC1 5-(5,6,7,8,9,10-Hexahydrocyclohepta[4,5]pyrrolo[2,3-b]pyridin-4-yl)-1H-indazol-3-amine